CC(CC#N)(C)N1N=CC(=C1)B1OC(C(O1)(C)C)(C)C 3-methyl-3-(4-(4,4,5,5-tetramethyl-1,3,2-dioxaborolan-2-yl)-1H-pyrazol-1-yl)butanenitrile